4-amino-6-tert-butyl-3-mercapto-1,2,4-triazine NN1C(N=NC(=C1)C(C)(C)C)S